(R)-1-phenylethyl 4-(6-(1-methyl-1H-pyrazol-4-yl)pyrazolo[1,5-b]pyridazin-3-yl)piperazine-1-carboxylate CN1N=CC(=C1)C=1C=CC=2N(N1)N=CC2N2CCN(CC2)C(=O)O[C@H](C)C2=CC=CC=C2